bis((N-methyl)N-pyrrolidinium) hydroxide [OH-].C[NH+]1CCCC1.C[NH+]1CCCC1.[OH-]